BrCC=1C=C(C=CC1)C1=NOC(=N1)CCC 3-(3-(bromomethyl)phenyl)-5-propyl-1,2,4-oxadiazole